NC1=C(C(=CC=C1)F)C1=CC(=CC(=C1)[N+](=O)[O-])F amino-3',6-difluoro-5'-nitro-[1,1'-biphenyl]